ClC1=NC=C(C=N1)C(C(C(=O)OCC)O)O ethyl 3-(2-chloropyrimidin-5-yl)-2,3-dihydroxypropionate